NCC(=O)NC1=CC=C(C=C1)C 2-amino-N-(p-tolyl)acetamide